2-dioctylamino-4-isopropyloxy-6-(3-triethoxysilylpropyl)amino-1,3,5-triazine C(CCCCCCC)N(C1=NC(=NC(=N1)OC(C)C)NCCC[Si](OCC)(OCC)OCC)CCCCCCCC